Tert-butyl 3-(3-(bromomethyl)-5-((tert-butyldimethylsilyl)oxy)-6-methoxybenzo[b]thiophene-2-carboxamido)propanoate BrCC=1C2=C(SC1C(=O)NCCC(=O)OC(C)(C)C)C=C(C(=C2)O[Si](C)(C)C(C)(C)C)OC